1-(3-cyano-1H-pyrazol-1-yl)cyclopropane-1-carboxylic acid C(#N)C1=NN(C=C1)C1(CC1)C(=O)O